2-(1-(4-chlorothiophen-2-yl)cyclopropyl)-5,6,7,8-tetrahydropyrido[4,3-d]pyrimidin-4(3H)-one ClC=1C=C(SC1)C1(CC1)C=1NC(C2=C(N1)CCNC2)=O